3-chloro-2-hydroxy-6,7,8,9-tetrahydro-5H-benzo[7]annulen-5-one ClC1=CC2=C(CCCCC2=O)C=C1O